(3R,4S)-3-cyclopropyl-4-methyl-1-[6-[1-(1-methylpiperidin-4-yl)pyrazol-4-yl]pyrrolo[1,2-b]pyridazin-4-yl]-2-oxopyrrolidine-3-carbonitrile C1(CC1)[C@]1(C(N(C[C@H]1C)C=1C=2N(N=CC1)C=C(C2)C=2C=NN(C2)C2CCN(CC2)C)=O)C#N